Cyclohexane-1,2-dicarboxylic acid diethyl ester C(C)OC(=O)C1C(CCCC1)C(=O)OCC